2-(3-imino-1,2,4-triazinan-2-yl)propanoic acid N=C1N(NCCN1)C(C(=O)O)C